C(C=C)(=O)N1CC(CC1)C=1C=C(C=C2C=NC=NC12)C1=C(C=C(OC=2C=C(C(=O)O)C=CN2)C=C1)F 2-(4-(8-(1-propenoylpyrrolidin-3-yl)quinazolin-6-yl)-3-fluorophenoxy)isonicotinic acid